(tetrahydro-2H-pyran-4-yl)pyrazolo[1,5-a][1,3,5]triazine-2,4-diamine O1CCC(CC1)C1=NN2C(N=C(N=C2N)N)=C1